(5-(4-ethylpiperazin-1-yl)-1H-pyrrolo[3,2-b]pyridin-3-yl)-3-(4-(trifluoromethyl)phenyl)urea C(C)N1CCN(CC1)C1=CC=C2C(=N1)C(=CN2)NC(=O)NC2=CC=C(C=C2)C(F)(F)F